N-[2-(1H-indol-3-yl)ethyl]-7,8-dihydro-6H-pyrimido[5,4-b][1,4]oxazin-4-amine N1C=C(C2=CC=CC=C12)CCNC1=NC=NC2=C1OCCN2